3-Cyclopropyl-2-(4-(difluoromethyl)pyrimidin-5-yl)-3H-imidazo[4,5-b]pyridin-5-carbonitril C1(CC1)N1C(=NC=2C1=NC(=CC2)C#N)C=2C(=NC=NC2)C(F)F